1-(triethoxysilyl-methyl)hexahydro-1,3,5-triazine C(C)O[Si](OCC)(OCC)CN1CNCNC1